(1s,4s)-2'-bromo-4-(3-bromoanilino)spiro[cyclohexane-1,1'-indene]-4-carboxylic acid BrC=1C2(C3=CC=CC=C3C1)CCC(CC2)(C(=O)O)NC2=CC(=CC=C2)Br